tert-butyl 2-(3'-(3-(2-oxa-7-azaspiro[3.5]non-7-yl) propoxy)-2,2'-dimethyl-[1,1'-biphenyl]-3-yl)-6,7-dihydrothiazolo[5,4-c]pyridine-5(4H)-carboxylate C1OCC12CCN(CC2)CCCOC=2C(=C(C=CC2)C2=C(C(=CC=C2)C=2SC=1CN(CCC1N2)C(=O)OC(C)(C)C)C)C